1-(cyclopropyl)piperazine C1(CC1)N1CCNCC1